ClC1=NC=C(C(=C1)N1C(C=C(C=C1COC)OCC1=NC=C(C=C1F)F)=O)C 2'-chloro-4-[(3,5-difluoropyridin-2-yl)methoxy]-6-(methoxymethyl)-5'-methyl-[1,4'-bipyridin]-2-one